3,3'-[(propane-1,3-diyl)bisimino]bis(propan-1-amine) C(CCNCCCN)NCCCN